CN1C(N(C2=C1C=NC(=C2)NC2=CC=1C(=NSN1)C=C2C)C2CCOCC2)=O 3-methyl-6-((6-methylbenzo[c][1,2,5]thiadiazol-5-yl)amino)-1-(tetrahydro-2H-pyran-4-yl)-1,3-dihydro-2H-imidazo[4,5-c]pyridin-2-one